3-[7-(aminocarbonyl)-5-fluoro-2H-indazol-2-yl]-1-isopropylpyrrolidinium trifluoroacetate FC(C(=O)[O-])(F)F.NC(=O)C1=CC(=CC2=CN(N=C12)C1C[NH+](CC1)C(C)C)F